phenyl benzoat C(C1=CC=CC=C1)(=O)OC1=CC=CC=C1